4-methyl-1-[2-(methylsulfanyl)-5-[2-(triisopropylsilyl)ethynyl]pyrido[2,3-d]pyrimidin-7-yl]pyrazole CC=1C=NN(C1)C=1C=C(C2=C(N=C(N=C2)SC)N1)C#C[Si](C(C)C)(C(C)C)C(C)C